4-methyl-N-(2-phenylimidazo[1,2-a]pyridin-3-yl)benzamide CC1=CC=C(C(=O)NC2=C(N=C3N2C=CC=C3)C3=CC=CC=C3)C=C1